NCCC[Si](C)(C)OC(C)C 3-aminopropylisopropoxydimethylsilane